FC=1C=C(C=CC1F)C=1C=C2C(=NC1)N(C(N2CC(CC)=O)=O)CC2=CC=C(C=C2)OC 6-(3,4-difluorophenyl)-3-(4-methoxybenzyl)-1-(2-oxobutyl)-1,3-dihydro-2H-imidazo[4,5-b]pyridin-2-one